1-benzyl-3-(3-(2-(4-(2,3-dichlorophenyl)piperazin-1-yl)ethyl)cyclobutyl)urea C(C1=CC=CC=C1)NC(=O)NC1CC(C1)CCN1CCN(CC1)C1=C(C(=CC=C1)Cl)Cl